ClC=1C=C(C=CC1OC)C1=NC=C(C(=N1)N)N 2-(3-Chloro-4-methoxy-phenyl)pyrimidine-4,5-diamine